(S)-N5-(2-(1H-imidazol-2-yl)ethyl)-N3-methyl-1-(1-phenylethyl)-1H-pyrazole-3,5-dicarboxamide N1C(=NC=C1)CCNC(=O)C1=CC(=NN1[C@@H](C)C1=CC=CC=C1)C(=O)NC